4-(1-(ethylsulfonyl)-1,2,3,6-tetrahydropyridin-4-yl)-1H-pyrrolo[2,3-b]pyridin C(C)S(=O)(=O)N1CCC(=CC1)C1=C2C(=NC=C1)NC=C2